(1-(triisopropylsilyl)-1H-pyrrol-3-yl)boronic acid C(C)(C)[Si](N1C=C(C=C1)B(O)O)(C(C)C)C(C)C